NCCC=1C=CC(=NC1)C1=C(C=C(C#N)C=C1)OC=1N(N=C(C1)C1=NC=CC=N1)C 4-[5-(2-aminoethyl)pyridin-2-yl]-3-(2-methyl-5-pyrimidin-2-ylpyrazol-3-yl)oxybenzonitrile